CC1=C(C(=CC(=C1)C)C)S(=O)(=O)[O-].N[N+]1=C(C=C(C(=C1)Br)F)N 1,2-diamino-5-bromo-4-fluoropyridin-1-ium 2,4,6-trimethylbenzenesulfonate